tert-Butyl 4-methoxy-11-azatricyclo[6.2.1.02,7]undeca-2,4,6-triene-11-carboxylate COC=1C=C2C3CCC(C2=CC1)N3C(=O)OC(C)(C)C